C(C)(C)(C)OC(=O)N1CC(C1)(C1=CC(=CC=C1)OC)O 3-hydroxy-3-(3-methoxyphenyl)azetidine-1-carboxylic acid tert-butyl ester